p-tert.-Butylcyclohexylacetat C(C)(C)(C)C1CCC(CC1)CC(=O)[O-]